9-chloro-1,2,3,4-tetrahydroacridine ClC=1C2=CC=CC=C2N=C2CCCCC12